2-(4-(5-((7-cyclobutoxy-4-oxo-3,4-dihydrophthalazin-1-yl)methyl)-2-fluorobenzoyl)piperazin-1-yl)pyrimidine-5-carbonitrile C1(CCC1)OC1=CC=C2C(NN=C(C2=C1)CC=1C=CC(=C(C(=O)N2CCN(CC2)C2=NC=C(C=N2)C#N)C1)F)=O